2-Fluoro-5-((4,6,7-trifluoro-1H-indol-5-yl)oxy)benzonitrile FC1=C(C#N)C=C(C=C1)OC=1C(=C2C=CNC2=C(C1F)F)F